OP(O)(=O)OP(=O)(O)O.C(C)(C)(C)C(C(C(O)(C1=CC=C(C=C1)C)C(C)(C)C)(CO)CO)O di-t-butyl-4-methylphenyl-pentaerythritol diphosphate